N-[(3S)-1-{5-[2-(3,5-Difluoropyridin-2-yl)-4-methylphenyl]-4,5-dihydro-1,2-oxazol-3-yl}pyrrolidin-3-yl]methanesulfonamide FC=1C(=NC=C(C1)F)C1=C(C=CC(=C1)C)C1CC(=NO1)N1C[C@H](CC1)NS(=O)(=O)C